ClC1=CC=C(S1)COC1=C(C(=NN1C(C(COC)(C)C)=O)C1C(N(CC1)C(C(C)(C)C)=O)C)OC 1-{5-[(5-chlorothiophen-2-yl)methoxy]-3-[1-(2,2-dimethylpropanoyl)-2-methylpyrrolidin-3-yl]-4-methoxy-1H-pyrazol-1-yl}-3-methoxy-2,2-dimethylpropan-1-one